2-{tert-butyldimethylsilanyloxymethyl}-3,5-dichloroaniline [Si](C)(C)(C(C)(C)C)OCC1=C(N)C=C(C=C1Cl)Cl